ClC=1C(=C2C=NNC2=CC1C)C=1C(=NN(C1C)C1CC2(CN(C2)C(=O)OCCCC)C1)C=1C=NC(=CC1)OC butyl 6-(4-(5-chloro-6-methyl-1H-indazol-4-yl)-3-(6-methoxypyridin-3-yl)-5-methyl-1H-pyrazol-1-yl)-2-azaspiro[3.3]heptane-2-carboxylate